2-chloro-4-((2-isobutylphenyl)amino)pyrimidine-5-carbonitrile ClC1=NC=C(C(=N1)NC1=C(C=CC=C1)CC(C)C)C#N